C[Si]([Si](Cl)(CC)CC)(C)C trimethyl-diethyl-monochlorodisilane